(6'R,6'''R)-3',3'''-(oxybis(methylene))bis(6'-hydroxy-2',4',6'-trimethylspiro[cyclopropane-1,5'-inden]-7'(6'H)-one) O(CC1=C(C=C2C([C@](C3(C(=C12)C)CC3)(C)O)=O)C)CC3=C(C=C1C([C@@](C2(C(=C31)C)CC2)(O)C)=O)C